OC(CC(C=C(C=CC1=CC=C(C=C1)O)O)=O)C1=CC(=C(C=C1)O)OC 1,5-dihydroxy-1-(4-hydroxy-3-methoxyphenyl)-7-(4-hydroxyphenyl)-4,6-heptadiene-3-one